C(#N)C1=NC2=CC(=CC(=C2N=C1C1CCOCC1)[C@@H](C)NC1=C(C(=O)O)C=CC=C1)C (R)-2-((1-(2-cyano-7-methyl-3-(tetrahydro-2H-pyran-4-yl)quinoxalin-5-yl)ethyl)amino)benzoic acid